2-(aminomethyl)-6-methoxy-1-tosyl-1H-indole-5-carbaldehyde hydrochloride Cl.NCC=1N(C2=CC(=C(C=C2C1)C=O)OC)S(=O)(=O)C1=CC=C(C)C=C1